azabicyclo[3.1.1]-heptane N12CCCC(C1)C2